4-((3-(dimethylamino)pyrrolidin-1-yl)methyl)benzaldehyde CN(C1CN(CC1)CC1=CC=C(C=O)C=C1)C